ClC1=C(C=C(OCC(=O)NC23CC(C2)(C3)NC(COC3=CC(=C(C(=C3)F)F)F)=O)C=C1)F 2-(4-chloro-3-fluorophenoxy)-N-{3-[2-(3,4,5-trifluorophenoxy)acetylamino]bicyclo[1.1.1]pentan-1-yl}acetamide